n-propyl 2-diethylamino-α-cyanocinnamate C(C)N(C1=C(C=C(C(=O)OCCC)C#N)C=CC=C1)CC